(R or S)-N2-(2,3-dimethyl-1,2,3,4-tetrahydroisoquinolin-7-yl)-6-fluoro-7-(8-methyl-2,3-dihydro-1H-pyrido[2,3-b][1,4]oxazin-7-yl)quinazoline-2,5-diamine CN1CC2=CC(=CC=C2C[C@H]1C)NC1=NC=2C=C(C(=C(C2C=N1)N)F)C1=C(C2=C(OCCN2)N=C1)C |o1:10|